BrC=1C=CC(=NC1)OC1CN(C1)CCCF 5-bromo-2-((1-(3-fluoropropyl)azetidin-3-yl)oxy)pyridine